tert-butyl (2R)-6-(benzyloxy)-2-{[(tert-butoxycarbonyl)(2-methylpropyl)amino]methyl}-4-fluoro-5-(1,1,4-trioxo-1λ6,2,5-thiadiazolidin-2-yl)-2,3-dihydro-1H-indole-1-carboxylate C(C1=CC=CC=C1)OC1=C(C(=C2C[C@@H](N(C2=C1)C(=O)OC(C)(C)C)CN(CC(C)C)C(=O)OC(C)(C)C)F)N1S(NC(C1)=O)(=O)=O